pinacol aminoboronate NB(O)O.OC(C)(C)C(C)(C)O